5-[(1-methyl-1H-pyrazol-4-yl)methoxy]-2-(pyridin-3-yl)-1,3-benzoxazole CN1N=CC(=C1)COC=1C=CC2=C(N=C(O2)C=2C=NC=CC2)C1